5-(3,4-Difluorophenoxy)-2,2-dimethyl-1-(4-(4-(trifluoromethoxy)benzyl)piperazin-1-yl)pentan-1-one FC=1C=C(OCCCC(C(=O)N2CCN(CC2)CC2=CC=C(C=C2)OC(F)(F)F)(C)C)C=CC1F